N(=[N+]=[N-])CCC1=CC=C(C=C1)CCCCCC 1-(2-azidoethyl)-4-hexylbenzene